N3-Benzyl-5-bromopyridine-2,3-diamine C(C1=CC=CC=C1)NC=1C(=NC=C(C1)Br)N